BrC=1C=C2C(=NC1)C(C(N2C2CC(C2)(C#N)N2C[C@H](CCC2)F)=O)(C)C (1s,3s)-3-(6-bromo-3,3-dimethyl-2-oxo-2,3-dihydro-1H-pyrrolo[3,2-b]pyridin-1-yl)-1-((R)-3-fluoropiperidin-1-yl)cyclobutane-1-carbonitrile